ClC1=CC=C(C=N1)CNC1=NNC(=C1)C N-((6-Chloropyridin-3-yl)methyl)-5-methyl-1H-pyrazol-3-amine